ClC=1C=CC(=C(C1)C1=C2C(=NC=C1)C(=CS2)C(=O)OC)OCCN2C(=NC1=CC(=C(C(=C1C2=O)C#N)N2CCN(CC2)C2CC2)C(F)(F)F)C Methyl 7-(5-chloro-2-(2-(5-cyano-6-(4-cyclopropylpiperazin-1-yl)-2-methyl-4-oxo-7-(trifluoromethyl)quinazolin-3(4H)-yl)ethoxy)phenyl)thieno[3,2-b]pyridine-3-carboxylate